5-(4-hydroxyphenyl)-5-azaspiro[2.4]heptan-4-one OC1=CC=C(C=C1)N1C(C2(CC2)CC1)=O